ClC1=NC(=NC(=C1)C=1OC(=CC1)C)N 4-chloro-6-(5-methylfuran-2-yl)pyrimidin-2-amine